5-((5-(E)-3-butyltridec-2-enoyl)oxy)pentyl((3-hydroxypropyl)amino)pentyl (E)-3-propyl-2-tridecenoate C(CC)\C(=C/C(=O)OCCCCC(NCCCO)CCCCCOC(\C=C\CC(CCCCCCCC)C(CC)C)=O)\CCCCCCCCCC